C1(=CC=CC=C1)[C@@H]1[C@H](C1)NC(=O)[C@@H]1CN(C[C@H]1C(=O)N[C@@H]1[C@H](C1)C1=CC=CC=C1)C(C1=CC=C(C=C1)C(=O)N1C[C@@H](CCC1)NC(=O)NCCCCCCCCCCCCC)=O (3S,4S)-N3,N4-bis((1S,2R)-2-phenylcyclopropyl)-1-(4-((R)-3-(3-tridecylureido)piperidine-1-carbonyl)benzoyl)pyrrolidine-3,4-dicarboxamide